ClC1=C(C(=O)N2CCN(CC2)CCN2CC(C2)C(=O)N)C=CC(=C1)NC=1C=2N(C=CN1)C(=CN2)C2=C(C(=C(C=C2)OCC#N)F)F 1-[2-[4-[2-chloro-4-[[3-[4-(cyanomethoxy)-2,3-difluorophenyl]imidazo[1,2-a]pyrazin-8-yl]amino]benzoyl]piperazin-1-yl]ethyl]azetidine-3-carboxamide